N-(3-bromo-2,4-difluorophenyl)-6-chloro-1-hydroxy-1-methyl-2,3-dihydroindene-4-sulfonamide BrC=1C(=C(C=CC1F)NS(=O)(=O)C=1C=2CCC(C2C=C(C1)Cl)(C)O)F